C(C)(C)(C)OC(NC1CCN(CC1)C1=NC(=C(C2=C1N=CO2)Br)C2=CC(=C(C=C2)C#N)F)=O Tert-butyl(1-(7-bromo-6-(4-cyano-3-fluorophenyl)oxazolo[4,5-c]pyridin-4-yl)piperidin-4-yl)carbamate